FC=1C=C(C=CC1C)[C@H]1OCC2=CC(=CC=C2[C@H]1C1=CC=C(C=C1)N1CCC(CC1)CN1CCN(CC1)C=1C=C2CN(C(C2=CC1)=O)[C@@H]1C(NC(CC1)=O)=O)O (S)-3-(5-(4-((1-(4-((3S,4R)-3-(3-fluoro-4-methylphenyl)-7-hydroxyisochroman-4-yl)phenyl)piperidin-4-yl)methyl)piperazin-1-yl)-1-oxoisoindolin-2-yl)piperidine-2,6-dione